2-hydroxy-1-[4-(2-hydroxypropoxy)phenyl]-2-methyl-propan-1-one OC(C(=O)C1=CC=C(C=C1)OCC(C)O)(C)C